C(#N)C[C@H](C1CCCC1)N1N=CC(=C1)C=1C2=C(N=CN1)N(C=C2)C(=O)OC(C)(C)C (R)-tert-butyl 4-(1-(2-cyano-1-cyclopentylethyl)-1H-pyrazol-4-yl)-7H-pyrrolo[2,3-d]pyrimidine-7-carboxylate